C(C(=C)C)(=O)OCCP(=O)(OC)OC 2-(Dimethoxyphosphoryl)ethyl Methacrylate